(R)-1-(((S)-7-((S)-3-cyclohexyl-2-methylpropanoyl)-10-hydroxy-7-azaspiro[4.5]decan-10-yl)methyl)-4-phenylpyrrolidin-2-one C1(CCCCC1)C[C@@H](C(=O)N1CC2(CCCC2)[C@](CC1)(O)CN1C(C[C@@H](C1)C1=CC=CC=C1)=O)C